FC(SC1=CC=C(CCO)C=C1)(F)F 4-(trifluoromethylthio)phenethyl alcohol